C(CC)(=O)OCC(C#N)C1=C(C=C(C=C1)[N+](=O)[O-])C(F)(F)F 2-(4-nitro-2-trifluoromethyl phenyl)-2-cyanoEthyl propionate